(S)-7-(1-aminoethyl)-6-(3-fluorophenyl)-3-methyl-5H-thiazolo[3,2-a]pyrimidin-5-one N[C@@H](C)C=1N=C2N(C(C1C1=CC(=CC=C1)F)=O)C(=CS2)C